C1(CCCC1)N1N=C(C=C1C1=C(C=CC=C1)C(F)(F)F)C(=O)N[C@H](CC(=O)O)CC(C)=O.C(C)(C)(C)C(=O)C(C)(C)C tert-butyl ketone (S)-3-(1-cyclopentyl-5-(2-(trifluoromethyl)phenyl)-1H-pyrazole-3-carboxamido)-5-oxohexanoate